C1(CCCCC1)OC1=NC(=NC(=N1)N1N=CC=C1)NC(C)C 4-(cyclohexyloxy)-N-isopropyl-6-(1H-pyrazol-1-yl)-1,3,5-triazin-2-amine